1-((2S,4S)-2'-chloro-2-(1-methyl-1H-1,2,3-triazol-4-yl)-4',5'-dihydrospiro[piperidine-4,7'-thieno[2,3-c]pyran]-1-yl)-2,2,2-trifluoroethan ClC1=CC2=C([C@@]3(OCC2)C[C@H](N(CC3)CC(F)(F)F)C=3N=NN(C3)C)S1